NC1=C(C=2C(=NC(=C(C2)Cl)C)N1C1=C2C=NN(C2=CC(=C1C)F)C1OCCCC1)C#N 2-amino-5-chloro-1-(6-fluoro-5-methyl-1-(tetrahydro-2H-pyran-2-yl)-1H-indazol-4-yl)-6-methyl-1H-pyrrolo[2,3-b]pyridine-3-carbonitrile